4,6-bis(mercaptomethylthio)-1,3-dithian SCSC1SCSC(C1)SCS